ClC1=CC2=C(N=N1)N(C1=C2COC1)S(=O)(=O)C1=CC=C(C=C1)C 3-Chloro-8-[(4-methylphenyl)sulfonyl]-7,8-dihydro-5H-furo[3',4':4,5]pyrrolo[2,3-c]pyridazine